Perfluoropentane FC(C(C(C(C(F)(F)F)(F)F)(F)F)(F)F)(F)F